5-chloro-2-(5-chloro-1H-pyrazol-4-yl)-4-(6,6-difluoro-1,4-diazepan-1-yl)-1H-pyrimidin-6-one hydrochloride Cl.ClC1=C(N=C(NC1=O)C=1C=NNC1Cl)N1CCNCC(C1)(F)F